CN1C2=C(C=CC1=O)N(C=C2C2=NC(=NC(=C2)OC2=CC=C(C=C2)C(F)(F)F)C)CCC#N 3-(4-methyl-3-{2-methyl-6-[4-(trifluoromethyl)phenoxy]pyrimidin-4-yl}-5-oxo-1H,4H,5H-pyrrolo[3,2-b]pyridin-1-yl)propanenitrile